NC1=CC=C(OC=2C=CC(=NC2)NC(C)=O)C=C1 N-(5-(4-aminophenoxy)pyridin-2-yl)acetamide